CC1=C(C(C2=CC=CC=C12)C)C Trimethylinden